5-methyl-N-(6-methyl-5-(7-(methylamino)-1,6-naphthyridin-3-yl)pyridin-3-yl)-4,5,6,7-tetrahydro-1H-pyrazolo[4,3-c]pyridine-3-carboxamide CN1CC2=C(CC1)NN=C2C(=O)NC=2C=NC(=C(C2)C=2C=NC1=CC(=NC=C1C2)NC)C